COC1=CC=C(C=C1)CN(C1=NC(=CC(=N1)CC#N)OC)CC1=CC=C(C=C1)OC 2-[2-[bis[(4-methoxyphenyl)methyl]amino]-6-methoxy-pyrimidin-4-yl]acetonitrile